thiobismaleimide S(C=1C(=O)NC(C1)=O)C=1C(=O)NC(C1)=O